2-(3-fluoro-4-methoxyphenyl)-1,4-dimethyl-6-(piperidin-4-yl)-1H-benzo[d]imidazole dihydrochloride Cl.Cl.FC=1C=C(C=CC1OC)C1=NC2=C(N1C)C=C(C=C2C)C2CCNCC2